2-(1-(3-(2,4-dioxotetrahydropyrimidin-1(2H)-yl)-4-methoxybenzoyl)piperidin-4-yl)acetaldehyde O=C1N(CCC(N1)=O)C=1C=C(C(=O)N2CCC(CC2)CC=O)C=CC1OC